5-chloro-N2-(1-methyl-1H-pyrazol-4-yl)pyrazine-2,6-diamine ClC=1N=CC(=NC1N)NC=1C=NN(C1)C